N1(N=CC=C1)C1=C(CNC2=C3N=CN(C3=NC(=N2)N2CC(CC2)N)C(C)C)C=CC=C1 N-(2-(1H-pyrazol-1-yl)benzyl)-2-(3-aminopyrrolidin-1-yl)-9-isopropyl-9H-purin-6-amine